methoxy-5-methyl-5-methoxy-2(5H)-furanone COC=1C(OC(C1)(OC)C)=O